C(C1=CC=CC=C1)N1[C@@H](CC(C1)C#N)C(=O)OC methyl (2S)-1-benzyl-4-cyanopyrrolidine-2-carboxylate